C(=O)C1=NN2C(CN(CC2)C(=O)OC(C)(C)C)=N1 tert-butyl 2-formyl-5,6-dihydro-[1,2,4]triazolo[1,5-a]pyrazine-7(8H)-carboxylate